N,N-Bis(2-hydroxyethyl)undecanamide CCCCCCCCCCC(=O)N(CCO)CCO